C(C)(C)(C)OC(=O)N[C@H](C(=O)O)CCCCNC(=O)OC(C)(C)C (S)-2,6-di-tert-butyloxycarbonylaminohexanoic acid